tert-butyl 4-(benzo[d][1,3]dioxol-5-yl)piperazine-1-carboxylate O1COC2=C1C=CC(=C2)N2CCN(CC2)C(=O)OC(C)(C)C